Cl.ClC=1C=2C(N=C3N(C2C=CC1)C1=CC(=CC=C1C3(C)C)N3CCNC1(CC1)C3)=O 4-chloro-7,7-dimethyl-10-(4,7-diazaspiro[2.5]octan-7-yl)indolo[1,2-a]quinazolin-5(7H)-one hydrochloride